5-(5-(3-benzyl-1-((1-(2,2,2-trifluoroethyl)-1H-pyrazol-4-yl)sulfonyl)pyrrolidin-3-yl)-6-methyl-1H-indazol-1-yl)-1-methylpyridin-2(1H)-one C(C1=CC=CC=C1)C1(CN(CC1)S(=O)(=O)C=1C=NN(C1)CC(F)(F)F)C=1C=C2C=NN(C2=CC1C)C=1C=CC(N(C1)C)=O